1-[(1-ethyl-1H-pyrazol-4-yl)methyl]-3-[2-fluoro-5-{[(2S)-oxolan-2-yl]methoxy}-3-(trifluoromethyl)phenyl]-4-methyl-1,3-dihydro-2H-imidazol-2-one C(C)N1N=CC(=C1)CN1C(N(C(=C1)C)C1=C(C(=CC(=C1)OC[C@H]1OCCC1)C(F)(F)F)F)=O